C(#N)C=1C=CC(=NC1)COC1=CC=CC(=N1)N1C[C@@H](N(CC1)CC1=NC=2C(=NC(=CC2)C(=O)O)N1C[C@H]1OCC1)C 2-(((S)-4-(6-((5-cyanopyridin-2-yl)methoxy)pyridin-2-yl)-2-methylpiperazin-1-yl)methyl)-3-(((S)-oxetan-2-yl)methyl)-3H-imidazo[4,5-b]pyridin-5-carboxylic acid